3-(5-(((1R,2R,3S)-2-((4,4-difluorocyclohexyl)amino)-3-hydroxycyclohexyl)methyl)-1-oxoisoindolin-2-yl)piperidine-2,6-dione FC1(CCC(CC1)N[C@@H]1[C@H](CCC[C@@H]1O)CC=1C=C2CN(C(C2=CC1)=O)C1C(NC(CC1)=O)=O)F